Cl.NC=1C=C(C#N)C=C(C1)[C@@H](C)N (R)-3-amino-5-(1-aminoethyl)benzonitrile hydrochloride